(R)-4-(4-((6-carbamoyl-3-(3-(3-methyl-2-oxoimidazolin-1-yl)piperidin-1-yl)-1,2,4-triazin-5-yl)amino)-2-fluorophenyl)piperazine-1-carboxylic acid tert-butyl ester C(C)(C)(C)OC(=O)N1CCN(CC1)C1=C(C=C(C=C1)NC=1N=C(N=NC1C(N)=O)N1C[C@@H](CCC1)N1C(N(CC1)C)=O)F